N[C@@H]1C[C@H](NC1)C(=O)O (2S,4R)-4-aminopyrrolidine-2-carboxylic acid